C(C)OC(=O)C=1N=C(OC1Br)C 5-bromo-2-methyl-oxazole-4-carboxylic acid ethyl ester